4-Chloro-1,3-dihydrofuran ClC=1CCOC1